BrC1=C(C=C2C(=NC=NC2=C1)N1[C@@H]([C@H](C1)O)C1=CC=CC=C1)F |o1:12,13| rel-(2R,3S)-1-(7-bromo-6-fluoroquinazolin-4-yl)-2-phenylazetidin-3-ol